C(C)(C)(C)OC(=O)N1CCC(CC1)N1CCN(CC1)CC1=CC=C(C=C1)C1=CN(C=2N=C(N=CC21)NCCC(F)(F)F)[C@@H]2CC[C@H](CC2)O tert-butyl-4-[4-[(4-[7-[trans-4-hydroxycyclohexyl]-2-[(3,3,3-trifluoropropyl)amino]-7H-pyrrolo[2,3-d]pyrimidin-5-yl]phenyl)methyl] piperazin-1-yl]piperidine-1-carboxylate